BrCCCCCCC1(C2=CC=CC=C2C2=CC=C(C(=C12)C=O)C1=CC=C2C=3C=CC=CC3C=C2C1)CCCCCCBr 9,9-di(bromohexyl)-2,7-bifluorenealdehyde